C(C1=CC=CC=C1)OC(=O)N1C[C@H]2OCC(N([C@H]2CC1)CC1=CC=CC=C1)=O.[N+](=O)([O-])C=1C=C(C(=O)NNC(=O)N2[C@@H](CCC2)C(=O)NC=2C=NC=CC2)C=CC1 (S)-1-(2-(3-nitrobenzoyl)hydrazinecarbonyl)-N-(pyridin-3-yl)pyrrolidine-2-carboxamide (cis)-benzyl-1-benzyl-2-oxohexahydro-1H-pyrido[3,4-b][1,4]oxazine-6(7H)-carboxylate